2-fluoro-1-methylethyltriethoxysilane FCC(C)[Si](OCC)(OCC)OCC